CNS(=O)(=O)C Methyl-methylsulfonamide